C1(CC1)C1=NNC(=C1)NC(C(C)C1=NN(C=C1)C1=CC(=CC(=C1)F)F)=O N-(3-cyclopropyl-1H-pyrazol-5-yl)-2-(1-(3,5-difluorophenyl)-1H-pyrazol-3-yl)propanamide